C(CCC)C(CCCOCCCC(CCCC)Br)Br butyl-4-bromobutyl ether